S1C(=NN=C1)C1=CN=CC(=N1)N1CC(CCC1)(F)C=1SC(=NN1)C1=NC(=CC=C1)C(F)(F)F 2-(1-(6-(1,3,4-thiadiazol-2-yl)pyrazin-2-yl)-3-fluoropiperidin-3-yl)-5-(6-(trifluoromethyl)pyridin-2-yl)-1,3,4-thiadiazol